2,2-dimethyl-phenyl-acetophenone CC1(C(C=CC=C1)CC(=O)C1=CC=CC=C1)C